C(C)(C)(C)OC(=O)NCC1=CC=C(C=C1)NC(=O)C1=CC2=C(N(CCC3=C2SC=C3)CCO)C=C1C=1C(=NC(=CC1)C(NCCC)=O)C(=O)O 3-(9-((4-(((tert-butoxycarbonyl)amino)methyl)phenyl)carbamoyl)-6-(2-hydroxyethyl)-5,6-dihydro-4H-benzo[b]thieno[2,3-d]azepin-8-yl)-6-(propylcarbamoyl)picolinic acid